ClC1=C(C(=CC=C1)F)NC(=O)C1=CC(=C(C=C1O[C@H](C(F)(F)F)C)NC(=O)N1CC(CC1)OC)F N-(4-((2-chloro-6-fluorophenyl)carbamoyl)-2-fluoro-5-(((S)-1,1,1-trifluoropropan-2-yl)oxy)phenyl)-3-methoxypyrrolidine-1-carboxamide